C(#N)C1=C2C=CC(=CC2=CC(=C1)CP(=O)(OCC)OCC)C(=O)O 5-cyano-7-((diethoxyphosphoryl)methyl)-2-naphthoic Acid